4-(4-(5-(4-chloro-2-fluorophenyl)-2,3-dimethyl-4-oxo-3,4-dihydropyrido[4,3-d]-pyrimidin-7-yl)-2-morpholinyl)benzonitrile ClC1=CC(=C(C=C1)C1=NC(=CC=2N=C(N(C(C21)=O)C)C)N2CC(OCC2)C2=CC=C(C#N)C=C2)F